(2,3-dimethoxyphenyl)methanone COC1=C(C=CC=C1OC)C=O